CNC(=O)C=1C=C(C(=O)O)C=C(N1)[C@@H](C)C1=CC=CC=C1 (S)-2-(methylcarbamoyl)-6-(1-phenylethyl)isonicotinic acid